N-(4-(hydroxymethyl)benzyl)-2-(6-oxo-3-(4-(2,2,2-trifluoroethoxy)phenyl)pyridazin-1(6H)-yl)acetamide OCC1=CC=C(CNC(CN2N=C(C=CC2=O)C2=CC=C(C=C2)OCC(F)(F)F)=O)C=C1